FCCCN1C[C@H](CC1)OC1=CC=C(C=C1)C1=C(CCCC2=C1C=CC(=C2)O)C=2C=C1CCCNC1=CC2 5-[4-[(3S)-1-(3-fluoropropyl)pyrrolidin-3-yl]oxyphenyl]-6-(1,2,3,4-tetrahydro-quinolin-6-yl)-8,9-dihydro-7H-benzo[7]annulen-2-ol